N[C@@H]1C2=CC=CC=C2CC12CCN(CC2)C=2NC(C1=C(N2)NN=C1C=1C=2C=CC(=NC2CCC1F)Cl)=O (S)-6-(1-amino-1,3-dihydrospiro[indene-2,4'-piperidine]-1'-yl)-3-(2-chloro-6-fluoro-7,8-dihydroquinolin-5-yl)-1,5-dihydro-4H-pyrazolo[3,4-d]pyrimidin-4-one